C(CC(=O)O)(=O)O.C(C)(C)(C)OC1=C(C=CC=C1)SC=1C=C2C(=CNC2=CC1)C1CCN(CC1)C(C)C 5-(2-tert-butoxyphenyl)thio-3-(1-isopropylpiperidin-4-yl)-1H-indole malonate